tert-butyl (S)-2-methyl-4-(6-(trifluoromethyl)-2,3-dihydro-1H-pyrrolo[2,3-b]pyridin-4-yl)piperazine-1-carboxylate C[C@@H]1N(CCN(C1)C1=C2C(=NC(=C1)C(F)(F)F)NCC2)C(=O)OC(C)(C)C